tert-butyl 4-[7-(5,6-dimethyl-1-tetrahydropyran-2-yl-indazol-4-yl)-2-[[(2S)-1-methylpyrrolidin-2-yl]methoxy]-6,8-dihydro-5H-pyrido[3,4-d]pyrimidin-4-yl]piperazine-1-carboxylate CC=1C(=C2C=NN(C2=CC1C)C1OCCCC1)N1CC=2N=C(N=C(C2CC1)N1CCN(CC1)C(=O)OC(C)(C)C)OC[C@H]1N(CCC1)C